C(C)C1=NN=C(O1)[C@]12C[C@H](C[C@H](N1C(=O)NC1=NC=C(C(=C1)C1=NN(C=N1)C)C(F)(F)F)C2)C (1R,3S,5S)-1-(5-ethyl-1,3,4-oxadiazol-2-yl)-3-methyl-N-(4-(1-methyl-1H-1,2,4-triazol-3-yl)-5-(trifluoromethyl)pyridin-2-yl)-6-azabicyclo[3.1.1]heptane-6-carboxamide